N1C=CC=2C(=NC=CC21)C2=CC=C(C(=O)N)C=C2 4-(1H-pyrrolo[3,2-c]pyridin-4-yl)benzamide